N1CCC2(CC1)CC=1C=CC=C(C1C2)C#N 1,3-dihydro-spiro[indene-2,4'-piperidine]-4-carbonitrile